N-(3-carbamoyl-1-methyl-1H-pyrazol-4-yl)-5-{[(5-oxopyrrolidin-3-yl)methyl]amino}pyrazolo[1,5-a]pyrimidine-3-carboxamide C(N)(=O)C1=NN(C=C1NC(=O)C=1C=NN2C1N=C(C=C2)NCC2CNC(C2)=O)C